C1(CC1)C(C)NC(=O)N[C@@H]1C[C@H](C=2C1=CC(=C1C=C(N=CC21)C2CC2)S(NCC(C)C)(=O)=O)NC2=NC1=C(N2)C=CC=C1 |r| 1-(1-cyclopropylethyl)-3-[trans-(7RS,9RS)-9-(1H-benzoimidazol-2-ylamino)-3-cyclopropyl-5-(2-methylpropylsulfamoyl)-8,9-dihydro-7H-cyclopenta[H]isoquinolin-7-yl]urea